C1(CC1)C1=C(C=C(C=C1)C=1N=C(SC1F)NS(=O)(=O)C1=C(C=C(C=N1)NC(C)=O)C)F N-(6-(N-(4-(4-cyclopropyl-3-fluorophenyl)-5-fluorothiazol-2-yl)sulfamoyl)-5-methylpyridin-3-yl)acetamide